BrC(C(=O)C1=CC=C(C=C1)SC1=CC=CC=C1)C 2-bromo-1-(4-(phenylthio)phenyl)propan-1-one